(2R,3S,5R)-5-(6-((ethoxycarbonyl)amino)-2-fluoro-9H-purin-9-yl)-2-ethynyl-2-(hydroxymethyl)tetrahydrofuran-3-yl decanoate C(CCCCCCCCC)(=O)O[C@@H]1[C@](O[C@H](C1)N1C2=NC(=NC(=C2N=C1)NC(=O)OCC)F)(CO)C#C